C(C1=CC=CC=C1)OC1=NC(=CC=C1N1C(N(C2=C1C=CC(=C2)NC2=C(C=C(C=C2)CC(=O)O)C)C)=O)OCC2=CC=CC=C2 2-(4-((1-(2,6-bis(benzyloxy)pyridin-3-yl)-3-methyl-2-oxo-2,3-dihydro-1H-benzo[d]imidazol-5-yl)amino)-3-methylphenyl)acetic acid